3-Chloro-N-(3-(3-((2,6-dioxopiperidin-3-yl)amino)phenyl)prop-2-yn-1-yl)-5-(8-(7-ethyl-1,3-dimethyl-2-oxo-1,2-dihydroquinolin-5-yl)isoquinolin-3-yl)picolinamide ClC=1C(=NC=C(C1)C=1N=CC2=C(C=CC=C2C1)C1=C2C=C(C(N(C2=CC(=C1)CC)C)=O)C)C(=O)NCC#CC1=CC(=CC=C1)NC1C(NC(CC1)=O)=O